fluorenediacrylate C=1(C(=CC=C2C3=CC=CC=C3CC12)C=CC(=O)[O-])C=CC(=O)[O-]